(3-cyanopyrrolo[1,2-b]pyridazin-7-yl)pyridin C(#N)C1=CC=2N(N=C1)C(=CC2)C2=NC=CC=C2